ClC=1C=C(C=C(C1)S(=O)(=O)C)NC(=O)C=1SC(=C(C1)C1=NC=C(C=C1F)OC(C)C)C N-(3-chloro-5-(methylsulfonyl)phenyl)-4-(3-fluoro-5-isopropoxypyridin-2-yl)-5-methylthiophene-2-carboxamide